NC=1C(=CC(=C(C1)C=1C2=C(C(N(C1)C)=O)NC=C2)OC2=C(C=C(C=C2)F)F)C 4-(5-amino-2-(2,4-difluorophenoxy)-4-methylphenyl)-6-methyl-1,6-dihydro-7H-pyrrolo[2,3-c]pyridin-7-one